NC(S(=O)O)C=1SC=CN1 amino-(1,3-thiazol-2-yl)-methanesulfinic acid